(2R,3R,4R,5R,6R)-5-acetamido-2-(acetoxymethyl)-6-(4-(benzyloxy)butoxy)tetrahydro-2H-pyran-3,4-diyl diacetate C(C)(=O)O[C@H]1[C@H](O[C@H]([C@@H]([C@H]1OC(C)=O)NC(C)=O)OCCCCOCC1=CC=CC=C1)COC(C)=O